C(C)C1=NOC=C1C(=O)NC(C(=O)NC1=CC=C(C=C1)C=1C(=[N+](C=CC1C)[O-])C)C1CCC(CC1)C(F)(F)F 3-(4-(2-(3-ethylisoxazole-4-carboxamido)-2-(4-(trifluoromethyl)cyclohexyl)acetamido)phenyl)-2,4-dimethylpyridine 1-oxide